(R)-tert-butyl (3-(4-bromo-2-(N,N-dibenzylsulfamoyl)-3-(2-(4-methoxybenzyl)-2H-tetrazol-5-yl)phenylsulfonamido)-2-((tert-butyldimethylsilyl)oxy)propyl)carbamate BrC1=C(C(=C(C=C1)S(=O)(=O)NC[C@@H](CNC(OC(C)(C)C)=O)O[Si](C)(C)C(C)(C)C)S(N(CC1=CC=CC=C1)CC1=CC=CC=C1)(=O)=O)C=1N=NN(N1)CC1=CC=C(C=C1)OC